2,2'-azinobis[ethylbenzothiazoline-6-sulfonic acid] N(N=C1SC2=C(N1)C(=CC(=C2)S(=O)(=O)O)CC)=C2SC1=C(N2)C(=CC(=C1)S(=O)(=O)O)CC